7-(3,4-dimethoxyphenyl)-N-(2-methyl-4-(morpholine-4-carbonyl)phenyl)pyrazolo[1,5-a]pyrimidine-2-carboxamide COC=1C=C(C=CC1OC)C1=CC=NC=2N1N=C(C2)C(=O)NC2=C(C=C(C=C2)C(=O)N2CCOCC2)C